1-(1-(piperidin-4-yl)-1H-indazol-5-yl)dihydropyrimidine-2,4(1H,3H)-dione N1CCC(CC1)N1N=CC2=CC(=CC=C12)N1C(NC(CC1)=O)=O